FC=1C=C(C=C(C1)F)CC(=O)NN1C(C2=CC=CC=C2C(=N1)C1=CC(=C(C=C1)C)C)=O 2-(3,5-difluorophenyl)-N-[4-(3,4-dimethylphenyl)-1-oxophthalazin-2(1H)-yl]acetamide